ClC=1C=C(C=CC1N1C(N(C=C1)C)=O)C1=C(C(=CC(=C1)Cl)C1=CC(=NC=C1)F)OC 1-(3,5'-dichloro-3'-(2-fluoropyridin-4-yl)-2'-methoxy-[1,1'-biphenyl]-4-yl)-3-methyl-1H-imidazol-2(3H)-one